N-(3-bromo-5-fluorophenyl)-N-(2,2-difluoroethyl)-5-fluoro-2-hydrazinylquinazolin-4-amine BrC=1C=C(C=C(C1)F)N(C1=NC(=NC2=CC=CC(=C12)F)NN)CC(F)F